2,2'-diamino-7,7'-dicarboxy-9,9'-spirobifluorene NC1=CC=2C3(C4=CC(=CC=C4C2C=C1)C(=O)O)C1=CC(=CC=C1C=1C=CC(=CC13)N)C(=O)O